ClC1=CC(N(S1)C)=O 5-chloro-2-methyl-isothiazol-3-one